1-(4-fluorophenyl)-3-methyl-6-oxo-1,6-dihydropyridine-2,5-dicarboxamide FC1=CC=C(C=C1)N1C(=C(C=C(C1=O)C(=O)N)C)C(=O)N